BrC1=CC=C2C(N(C(N(C2=C1)C)=O)CC1=NC=C(C=C1)C=1OC(=NN1)C(F)F)=O 7-bromo-3-((5-(5-(difluoromethyl)-1,3,4-oxadiazole-2-yl)pyridine-2-yl)methyl)-1-methylquinazoline-2,4(1H,3H)-dione